(5-methanesulfonylpyrimidin-4-yl)-8-(1-methyl-1H-indol-6-yl)quinoxalin-6-amine CS(=O)(=O)C=1C(=NC=NC1)C1=NC2=C(C=C(C=C2N=C1)N)C1=CC=C2C=CN(C2=C1)C